(S)-3-((4-Amino-7-((5-methyl-6-(piperazin-1-yl)pyridin-3-yl)methyl)imidazo[2,1-f][1,2,4]triazin-2-yl)amino)hexan-1-ol NC1=NC(=NN2C1=NC=C2CC=2C=NC(=C(C2)C)N2CCNCC2)N[C@H](CCO)CCC